ClC=1C=C(C=CC1OC(CO)(C)C)C(CCC1=C(N=C(S1)C1=CC=C(C=C1)C(F)(F)F)C(C)C)=O 1-(3-chloro-4-((1-hydroxy-2-methylpropan-2-yl)oxy)phenyl)-3-(4-isopropyl-2-(4-(trifluoromethyl)phenyl)thiazol-5-yl)propan-1-one